5-(4-(4-bromophenyl)piperazin-1-yl)picolinonitrile BrC1=CC=C(C=C1)N1CCN(CC1)C=1C=CC(=NC1)C#N